ClC1=NC=CC(=C1)NC(NC1=CC(=NC=C1)CCC=1C=C(C(=O)NCCCCNC2=C3C(N(C(C3=CC=C2)=O)C2C(NC(CC2)=O)=O)=O)C=CC1)=O 3-(2-(4-(3-(2-chloropyridin-4-yl)ureido)pyridin-2-yl)ethyl)-N-(4-((2-(2,6-dioxopiperidin-3-yl)-1,3-dioxoisoindolin-4-yl)amino)butyl)benzamide